N-methylaminosulfonyl-7-oxo-1,6-diazabicyclo[3.2.1]octan-2-carboxamidine CNS(=O)(=O)NC(=N)C1N2C(NC(CC1)C2)=O